tert-butyl 2,4-dioxopyrrolidine-1-carboxylate O=C1N(CC(C1)=O)C(=O)OC(C)(C)C